C(C1=CC=CC=C1)OC=1C=C(C=C(C1F)C(F)(F)F)C=1OC2=C(N1)C=C(C=C2)C(=O)OC methyl 2-(3-(benzyloxy)-4-fluoro-5-(trifluoromethyl)phenyl)benzo[d]oxazole-5-carboxylate